5-methoxy-1-(1-methylazetidin-3-yl)-1H-indole COC=1C=C2C=CN(C2=CC1)C1CN(C1)C